tert-butyl 3-(2-amino-2-oxoethyl)azepane-1-carboxylate NC(CC1CN(CCCC1)C(=O)OC(C)(C)C)=O